((1R,3S)-3-((4-(5-cyano-2,2-dimethyl-2,3-dihydro-1H-pyrrolizin-7-yl)-5-fluoropyridin-2-yl)carbamoyl)cyclohexyl)carbamic acid tert-butyl ester C(C)(C)(C)OC(N[C@H]1C[C@H](CCC1)C(NC1=NC=C(C(=C1)C=1C=C(N2CC(CC12)(C)C)C#N)F)=O)=O